(R)-N-(4-(1-acetylpiperidin-4-yl)-2-(difluoromethoxy)phenyl)-9-methyl-6-oxo-6,7,8,9-tetrahydropyrido[3',2':4,5]pyrrolo[1,2-a]pyrazine-2-carboxamide C(C)(=O)N1CCC(CC1)C1=CC(=C(C=C1)NC(=O)C=1C=CC=2C=C3N([C@@H](CNC3=O)C)C2N1)OC(F)F